C(C)OC(=O)C1(C(C2=CC=C(C=C2C1)C(C)(C)C)=O)C 5-(tert-butyl)-2-methyl-1-oxo-2,3-dihydro-1H-indene-2-carboxylic acid ethyl ester